4-(dimethylamino)-N-[(1s,4s)-4-{[2-(trifluoromethyl)quinolin-4-yl]amino}cyclohexyl]pyridine-2-carboxamide CN(C1=CC(=NC=C1)C(=O)NC1CCC(CC1)NC1=CC(=NC2=CC=CC=C12)C(F)(F)F)C